ClC=1C=C(CN(C(C(CC)(C)C)=O)C)C=CC1 N-(3-chlorobenzyl)-N,2,2-trimethylbutanamide